(E)-1-phenyl-3-(p-toluenesulfonyl)butan-2-en-1-one C1(=CC=CC=C1)C(\C=C(/C)\S(=O)(=O)C1=CC=C(C)C=C1)=O